(6-bromopyridin-2-yl)(1-methylpiperidin-4-yl)methanone hydrobromide Br.BrC1=CC=CC(=N1)C(=O)C1CCN(CC1)C